CC=CC(=O)O β-methylacrylic acid